aminyl-carboxylate NC(=O)[O-]